N-(2-Cyano-2'-fluorobiphenyl-3-yl)-5-{[(2-hydroxyethyl)amino]methyl}-1-methyl-1H-pyrazol-3-carboxamid C(#N)C1=C(C=CC=C1NC(=O)C1=NN(C(=C1)CNCCO)C)C1=C(C=CC=C1)F